C(C)OC(\C=C\CCCCCCC)=O dec-2-enoic acid (E)-ethyl ester